COC=1C=C2C=C(NC2=CC1)C(=O)C1=CC=CC=C1 (5-methoxy-1H-indol-2-yl)-phenylmethanone